6-(6-Cyclopentylsulfanyl-pyridin-2-yl)-naphthalene-2-carboxylic acid methyl ester COC(=O)C1=CC2=CC=C(C=C2C=C1)C1=NC(=CC=C1)SC1CCCC1